OC(C(=O)N)C1=CC(=NC=C1)C 2-hydroxy-2-(2-methylpyridin-4-yl)acetamide